6-hydrazineyl-N-(6-methoxy-1-methyl-1H-pyrazolo[4,3-c]pyridin-7-yl)pyridine-3-sulfonamide N(N)C1=CC=C(C=N1)S(=O)(=O)NC=1C2=C(C=NC1OC)C=NN2C